COC1=CC=CC(=N1)C1=CC=CC2=C1OC(CO2)CNCC2=CC=C(OCCN(C)C)C=C2 {2-[4-({[8-(6-Methoxy-pyridin-2-yl)-2,3-dihydro-benzo[1,4]dioxin-2-ylmethyl]-amino}-methyl)-phenoxy]-ethyl}-dimethyl-amine